C1(=CC=C(C=C1)C(=O)O)C1=CC=C(C=C1)C(=O)O [1,1'-biphenyl]-4,4'-dicarboxylic acid